(2R)-2-(ethoxymethyl)-2-(hydroxymethyl)-4-methyl-1-azabicyclo[2.2.2]octan-3-one C(C)OC[C@]1(N2CCC(C1=O)(CC2)C)CO